O-(3,4-dihydro-4-oxo-1,2,3-benzotriazin-3-yl)-N,N,N',N'-tetramethyl-uronium hexafluorophosphate F[P-](F)(F)(F)(F)F.O=C1N(N=NC2=C1C=CC=C2)OC(=[N+](C)C)N(C)C